1-(5-(4-butylphenyl)-1H-pyrrol-2-yl)ethan-1-one C(CCC)C1=CC=C(C=C1)C1=CC=C(N1)C(C)=O